(E)-(1-((2-cyano-5-(2-ethoxyvinyl)-3-(methylthio)phenoxy)methyl)-cyclopentyl)carbamic acid tert-butyl ester C(C)(C)(C)OC(NC1(CCCC1)COC1=C(C(=CC(=C1)\C=C\OCC)SC)C#N)=O